C(CCCC)OC(CC)=O Amylpropionat